8-(6-methoxypyridin-3-yl)-1-(4-(4-methylpiperazin-1-yl)-3-trifluoromethylphenyl)-1,5-dihydro-4H-[1,2,3]triazolo[4,5-c]quinolin-4-one COC1=CC=C(C=N1)C1=CC=2C3=C(C(NC2C=C1)=O)N=NN3C3=CC(=C(C=C3)N3CCN(CC3)C)C(F)(F)F